3-chloro-1-(3-chloro-2-pyridinyl)-N-[2,4-dichloro-6-[[(1-cyano-1-meth-ylethyl)amino]carbonyl]phenyl]-1H-pyrazole-5-carboxamide ClC1=NN(C(=C1)C(=O)NC1=C(C=C(C=C1C(=O)NC(C)(C)C#N)Cl)Cl)C1=NC=CC=C1Cl